2-bromo-1,3-thiazole-4-carboxylic acid BrC=1SC=C(N1)C(=O)O